C(C1=CC(O)=C(O)C(O)=C1)(=S)[O-].[Cd+2].C(C1=CC(O)=C(O)C(O)=C1)(=S)[O-] cadmium thiogallate